(3-bromo-5-methyl-phenyl)methanamine BrC=1C=C(C=C(C1)C)CN